CC=1N(C(N(C1C)[Si](C)(C)C)=S)[Si](C)(C)C 4,5-dimethyl-1,3-bis(trimethylsilyl)-imidazole-2-thione